5-(4-((4-methylpiperazin-1-yl)methyl)phenyl)-7-(1,4-dioxaspiro[4.5]decan-8-yl)pyrrolo[2,1-f][1,2,4]triazin-2-ol CN1CCN(CC1)CC1=CC=C(C=C1)C=1C=C(N2N=C(N=CC21)O)C2CCC1(OCCO1)CC2